CC12C(C3(C1C(=O)OC3=O)C)C(=O)OC2=O 1,3-dimethylcyclobutane-1,2,3,4-tetracarboxylic acid-1,2:3,4-dianhydride